CC=1N=C2N(N=C(C=C2C)C=2N=C3N(C(C2)=O)C=C(S3)C3CCNCC3)C1 7-(2,8-Dimethylimidazo[1,2-b]pyridazin-6-yl)-2-(4-piperidyl)thiazolo[3,2-a]pyrimidin-5-on